BrC1=NN2C(C=C(C=C2)C(C)O)=N1 1-(2-bromo-[1,2,4]triazolo[1,5-a]pyridin-7-yl)ethan-1-ol